10-(3-pyridyl)-1H,5H,11H-[1]benzopyrano[6,7,8-ij]quinolizin-11-one N1=CC(=CC=C1)C=1C(OC=2C(C1)=CC=1C=CCN3C=CCC2C13)=O